N1C(=NC=C1)CNC(O[C@H]1[C@H](NC[C@@H]1O)CC1=CC=C(C=C1)OC)=O (2R,3S,4S)-4-hydroxy-2-[(4-methoxyphenyl)methyl]pyrrolidin-3-yl N-(1H-imidazol-2-ylmethyl)carbamate